7-(2-fluoro-6-methyl-phenyl)-5-(1-methylazetidin-3-yl)oxy-isoquinolin-3-amine FC1=C(C(=CC=C1)C)C1=CC(=C2C=C(N=CC2=C1)N)OC1CN(C1)C